BrC1=CC=C(C=C1)[C@H]1[C@@]([C@H](CCC1)C(NC1=CC=C(C=C1)C(F)(F)F)=O)(C(=O)[O-])F (1R,2S,6R)-2-(4-bromophenyl)-1-fluoro-6-((4-(trifluoromethyl)phenyl)carbamoyl)cyclohexane-1-carboxylate